C(C=C)OC1=C(C=C2C(N(C(N(C2=O)CC)=S)CC)=O)C=CC=C1 5-(2-(allyloxy)benzylidene)-1,3-diethyl-2-thiobarbituric acid